(S)-4-(benzyloxy)-3-((1-(methyl-d3)pyrrolidin-2-yl)methyl)-1H-indole C(C1=CC=CC=C1)OC1=C2C(=CNC2=CC=C1)C[C@H]1N(CCC1)C([2H])([2H])[2H]